di(methoxyethyl)cyclohexylamine COCCN(C1CCCCC1)CCOC